CC1(CN(C1)C(=O)NC(C(=O)O)CCN(CCCCC1=NC=2NCCCC2C=C1)CCOC1=CC=CC=C1)C 2-[(3,3-dimethylazetidine-1-carbonyl)amino]-4-[2-phenoxyethyl-[4-(5,6,7,8-tetrahydro-1,8-naphthyridin-2-yl)butyl]amino]butanoic acid